CC1=NN2C(CN(C3=C(C=CC=C23)NC2=C(N=NC=C2)C(=O)NC)C)=C1 4-((2,5-dimethyl-4,5-dihydropyrazolo[1,5-a]quinoxalin-6-yl)amino)-N-methylpyridazine-3-carboxamide